N-[(1R)-1-[3-[3-(1-Hydroxy-1-methyl-ethyl)phenyl]phenyl]ethyl]-2-methyl-5-[(1R,4R)-5-methyl-2,5-diazabicyclo[2.2.1]heptan-2-yl]benzamide OC(C)(C)C=1C=C(C=CC1)C=1C=C(C=CC1)[C@@H](C)NC(C1=C(C=CC(=C1)N1[C@H]2CN([C@@H](C1)C2)C)C)=O